[18F]CC(=O)N [18F]fluoroacetamide